COC1=C(C(=CC(=C1)C(F)(F)F)C)B1OC(C(O1)(C)C)(C)C 2-(2-methoxy-6-methyl-4-trifluoromethylphenyl)-4,4,5,5-tetramethyl-1,3,2-dioxaborolane